OC1=C(C(=CC(=C1)CCCCC#N)O)[C@H]1[C@@H](CCC(=C1)C)C(=C)C 5-((1'R,2'R)-2,6-dihydroxy-5'-methyl-2'-(prop-1-en-2-yl)-1',2',3',4'-tetrahydro-[1,1'-biphenyl]-4-yl)valeronitrile